The molecule is a dihydroxybenzoate that is the conjugate base of cannabinerolic acid, obtained by deprotonation of the carboxy group. It derives from an olivetolate. It is a conjugate base of a cannabinerolic acid. CCCCCC1=CC(=C(C(=C1C(=O)O)[O-])C/C=C(/C)\\CCC=C(C)C)O